bis(2-ethylhexanoate) zirconium [Zr+2].C(C)C(C(=O)[O-])CCCC.C(C)C(C(=O)[O-])CCCC